ClC=1C(=NC(=NC1)NC1=C(C=C(C=C1)N1CCC(CC1)N1CCN(CC1)C)Cl)NC1=CC2=C(CCO2)C=C1N(S(=O)(=O)C)C N-(6-((5-chloro-2-((2-chloro-4-(4-(4-methylpiperazin-1-yl)piperidin-1-yl)phenyl)amino)Pyrimidin-4-yl)amino)-2,3-dihydrobenzofuran-5-yl)-N-methylmethanesulfonamide